N-((S)-1-(4,4-difluorocyclohexyl)-2-((2-fluoro-4-((S)-1-oxo-1-((2,2,2-trifluoroethyl)amino)propan-2-yl)phenyl)amino)-2-oxoethyl)-1-isopropyl-1H-pyrazole-5-carboxamide FC1(CCC(CC1)[C@@H](C(=O)NC1=C(C=C(C=C1)[C@@H](C(NCC(F)(F)F)=O)C)F)NC(=O)C1=CC=NN1C(C)C)F